N[C@H]1CN(CCC1)C(C=C)=O 1-[(3R)-3-amino-1-piperidinyl]Prop-2-en-1-one